4-(3-(4-(6-((5S,8R,9S,10S,13S,14S,17S)-10,13-dimethyl-3-oxohexadecahydro-1H-cyclopenta[a]phenanthren-17-yloxy)hexanoyl)piperazine-1-carbonyl)-4-fluorobenzyl)phthalazin-1(2H)-one C[C@]12[C@H]3CC[C@@]4([C@H](CC[C@H]4[C@@H]3CC[C@H]2CC(CC1)=O)OCCCCCC(=O)N1CCN(CC1)C(=O)C=1C=C(CC2=NNC(C3=CC=CC=C23)=O)C=CC1F)C